C(C)(C)OC(=O)C=1C(=NC=NC1)C1=CNC2=NC=CC=C21 4-(1H-pyrrolo[2,3-b]pyridin-3-yl)pyrimidine-5-carboxylic acid isopropyl ester